NC1=C2C(=NC=N1)N(N=C2C2=CC=C(C=C2)NC(=O)C=2C(N(N=C(C2)C(C)C)C2=NC=C(C=C2)C)=O)C2CCC(CC2)C#N N-(4-(4-Amino-1-(4-cyanocyclohexyl)-1H-pyrazolo[3,4-d]pyrimidin-3-yl)phenyl)-6-isoPropyl-2-(5-methylpyridin-2-yl)-3-oxo-2,3-dihydropyridazine-4-carboxamide